CC1=CC(=NN1C=1C=C2C(=CC=NC2=CC1)C(=O)O)C(F)(F)F 6-(5-Methyl-3-(trifluoromethyl)-1H-pyrazol-1-yl)quinoline-4-carboxylic acid